NC1=NC(=NC=2N1N=C(N2)C=2OC=CC2)N2C[C@@H](CCC2)CN2CCN(CC2)C=2C(=CC(=C(OCCCC(=O)OC)C2)F)F Methyl (S)-4-(5-(4-((1-(7-amino-2-(furan-2-yl)-[1,2,4]triazolo[1,5-a][1,3,5]triazin-5-yl)piperidin-3-yl)methyl)piperazin-1-yl)-2,4-difluorophenoxy)butanoate